tert-butyl 1,3-dioxo-2-tetradecylhexahydroimidazo[1,5-a]pyrazine-7(1H)-carboxylate O=C1N(C(N2C1CN(CC2)C(=O)OC(C)(C)C)=O)CCCCCCCCCCCCCC